diphenylamine C1(=CC=CC=C1)NC1=CC=CC=C1